N6-benzoyl-2'-O-methyladenosine C(C1=CC=CC=C1)(=O)NC=1C=2N=CN([C@H]3[C@H](OC)[C@H](O)[C@@H](CO)O3)C2N=CN1